8-fluoropyrido[4,3-d]pyrimidin FC1=CN=CC2=C1N=CN=C2